ClC1=C(C(=CC(=C1)[N+](=O)[O-])CNC(C)C)O 2-Chloro-6-((isopropylamino)methyl)-4-nitrophenol